C(CC)C1=C(C(=O)[O-])C=C(C(=C1O)O)O n-Propylgallate